3-[2-(trifluoromethyl)-4'-(methylthio)benzhydryloxy]-N-(cyclohexyl)azetidine-1-carboxamide FC(C1=C(C(C2=CC=C(C=C2)SC)OC2CN(C2)C(=O)NC2CCCCC2)C=CC=C1)(F)F